ClC1=CC(=CC=2N=C(OC21)C=2C(=C(C=CC2)C2=C(C(=CC=C2)NC=2N=CC=C1C=C(C=NC21)CN2C[C@@H](CC2)O)Cl)C)CN2C[C@@H](CC2)C(=O)O (R)-1-((7-chloro-2-(2'-chloro-3'-(3-(((R)-3-hydroxypyrrolidin-1-yl)methyl)-1,7-naphthyridin-8-ylamino)-2-methylbiphenyl-3-yl)benzo[d]oxazol-5-yl)methyl)pyrrolidine-3-carboxylic acid